FC(OC1=CC=C2C(=N1)SC(=N2)N[C@@H]2C[C@H](CC2)NC2=CC=C(C=N2)N2C(C=CC=C2)=O)F 6'-(((1S,3S)-3-((5-(difluoromethoxy)thiazolo[5,4-b]pyridin-2-yl)amino)cyclopentyl)amino)-2H-[1,3'-bipyridine]-2-one